(1aR,5aR)-2-(4-Cyanopyridin-2-yl)-1a,2,5,5a-tetrahydro-1H-2,3-diazacyclopropa[a]pentalen C(#N)C1=CC(=NC=C1)N1N=CC=2C[C@@H]3[C@H](C12)C3